ClC=1C=CC2=C(N(CN(S2(=O)=O)[C@@H]([C@H](C)C2=C(C(=CC=C2F)C)C)C=2OC(NN2)=O)C)N1 6-chloro-2-[(1S,2R)-2-(6-fluoro-2,3-dimethylphenyl)-1-(5-oxo-4H-1,3,4-oxadiazol-2-yl)propyl]-4-methyl-3H-1lambda6-pyrido[2,3-e][1,2,4]thiadiazine-1,1-dione